C12(CC3CC(CC(C1)C3)C2)CCC(=O)OC[C@]2(O[C@H](C[C@@H]2O)N2C3=NC(=NC(=C3N=C2)N)F)C#C ((2R,3S,5R)-5-(6-amino-2-fluoro-9H-purin-9-yl)-2-ethynyl-3-hydroxy-tetrahydrofuran-2-yl)methyl 3-(1-adamantyl)propanoate